C(#N)C1=C(C=CC(=C1OC=1C=C2C(N(C=NC2=CC1)C)=O)F)NS(=O)(=O)N1CCCC1 N-[2-cyano-4-fluoro-3-(3-methyl-4-oxo-quinazolin-6-yl)oxy-phenyl]pyrrolidine-1-sulfonamide